SCC1=CC=C(C=C1)CO 4-(mercaptomethyl)benzenemethanol